ClC1=C(C=CC=C1)N1CCN(C2=CC=CC=C12)C(CN1CCN(CC1)C)=O 1-(4-(2-chlorophenyl)-3,4-dihydroquinoxaline-1(2H)-yl)-2-(4-methylpiperazin-1-yl)ethan-1-one